O1CC(CC1)O oxolan-3-ol